2-(Cyclopropylmethyl)-N-((S*)-4,4,4-trifluoro-3,3-dimethyl-1-(5-((R)-1-(4,4,4-trifluorobutanamido)ethyl)-1H-benzo[d]imidazol-2-yl)butyl)-2H-1,2,3-triazole-4-carboxamide C1(CC1)CN1N=CC(=N1)C(=O)N[C@@H](CC(C(F)(F)F)(C)C)C1=NC2=C(N1)C=CC(=C2)[C@@H](C)NC(CCC(F)(F)F)=O |o1:12|